N-(2-amino-2-methylpropyl)-6-(3-methyl-5-(pentafluoro-lambda6-sulfanyl)-1H-indol-2-yl)pyrazine-2-carboxamide NC(CNC(=O)C1=NC(=CN=C1)C=1NC2=CC=C(C=C2C1C)S(F)(F)(F)(F)F)(C)C